NC=1C(=CC(=C(OCCN(C)C)C1)Br)[N+](=O)[O-] 2-(5-Amino-2-bromo-4-nitro-phenoxy)ethyl-dimethyl-amine